FC1=C(C(C(C(C1(F)F)(F)F)(C(F)(F)F)F)(F)F)F perfluoro(4-methylcyclohexene)